C(C1=CC=CC=C1)OC(=O)NC(C)(C)C1=CC(=NC(=C1)Cl)C(CNC(OC(C)(C)C)=O)(O)C1CC1 tert-butyl (2-(4-(2-(((benzyloxy)carbonyl)amino)propan-2-yl)-6-chloropyridin-2-yl)-2-cyclopropyl-2-hydroxyethyl)carbamate